(S)-N-(1-ethoxy-3-(4-(prop-2-yn-1-yloxy)phenyl)propan-2-yl)-3-nitroquinolin-4-amine C(C)OC[C@H](CC1=CC=C(C=C1)OCC#C)NC1=C(C=NC2=CC=CC=C12)[N+](=O)[O-]